FC([C@@H]([C@]1(CN(CC1)C(C)(C)C=1C=NC(=CC1)C)CCC=1SC(=CC1)F)NC(=O)N)(F)F.[P].[Sr] |o1:3| strontium phosphorus 1-((R)-2,2,2-trifluoro-1-((R or S)-3-(2-(5-fluorothiophen-2-yl)ethyl)-1-(2-(6-methylpyridin-3-yl)propan-2-yl)pyrrolidin-3-yl)ethyl)urea